OC1=CC=C(C=C1)C(CO)(C)C1=CC=C(C=C1)O 2,2-bis(4-hydroxyphenyl)-1-propanol